C(#N)[C@H]1N(CSC1)C(CNC(=O)C1=CC=NC2=CC=C(C=C12)N1CC(C1)OC(F)F)=O (R)-N-(2-(4-cyanothiazolidin-3-yl)-2-oxoethyl)-6-(3-(difluoromethoxy)azetidin-1-yl)quinoline-4-carboxamide